C(=C)N1C(NC=C1)=O 1-ethenyl-1,3-dihydro-2H-imidazol-2-one